ClC(C(=O)OC1=C(C=CC(=C1)C)C(C)C)(Cl)Cl thymol trichloroacetate